FC1=C(C=CC(=C1)CNC(C1=C(C=CC(=C1)C(F)(F)F)OC)=O)C1=NN2C(NC3=C(CC2)C=C(C=C3)N3CCNCC3)=C1C(=O)N 2-(2-fluoro-4-((2-methoxy-5-(trifluoromethyl)benzamido)methyl)phenyl)-7-(piperazin-1-yl)-9,10-dihydro-4H-benzo[d]pyrazolo[1,5-a][1,3]diazepine-3-carboxamide